lithium 4-vinylphenylborate C(=C)C1=CC=C(C=C1)OB([O-])[O-].[Li+].[Li+]